NC=1C=C(C=C(C1)Br)NC(OC)=O Methyl (3-amino-5-bromophenyl)carbamate